4-oxazolyl-isoxazoline O1C(=NC=C1)C1C=NOC1